7-(3-(6-(1H-imidazol-1-yl)pyridin-3-yl)-7,8-dihydro-1,6-naphthyridin-6(5H)-yl)-8,9-dimethyl-4H-pyrimido[1,2-b]pyridazin-4-one N1(C=NC=C1)C1=CC=C(C=N1)C=1C=NC=2CCN(CC2C1)C=1C(=C(C=2N(N1)C(C=CN2)=O)C)C